1-methyl-6-oxo-1,2-diazine-3-carboxylic acid CN1N=C(C=CC1=O)C(=O)O